5,6,7,8-tetrahydro-folate C(CC[C@@H](C(=O)O)NC(=O)C1=CC=C(NCC2CNC=3N=C(N)NC(=O)C3N2)C=C1)(=O)[O-]